N-[[4-[[(2-pyridylmethyl)amino]methyl]phenyl]methyl]-N-(5,6,7,8-tetrahydro-8-quinolinyl)-(L)-asparagine N1=C(C=CC=C1)CNCC1=CC=C(C=C1)CN([C@@H](CC(N)=O)C(=O)O)C1CCCC=2C=CC=NC12